C[C@]12CC3(CC(CC(C1)(C3)C)C2)C(=O)NC=2SC3=C(N2)C=CC(=C3)C(F)(F)F (1R,3R,7r)-3,5-dimethyl-N-[6-(trifluoromethyl)-1,3-benzothiazol-2-yl]adamantane-1-carboxamide